ClC=1C(=NC=C(C1C)C1=CC(=CC=C1)F)C#N 3-chloro-5-(3-fluorophenyl)-4-methyl-picolinenitrile